2-fluoro-3-[2-(dimethylamino)ethyl]-1H-indol-4-yl pentanoate C(CCCC)(=O)OC1=C2C(=C(NC2=CC=C1)F)CCN(C)C